C1(CC1)N1CC2=CC(=C(C=C2CC1)OC)NC=1N=C(C2=C(N1)NC=C2C#N)N2OCC[C@H]2C2=CC=CC=C2 (S)-2-((2-cyclopropyl-6-methoxy-1,2,3,4-tetrahydroisoquinolin-7-yl)amino)-4-(3-phenylisoxazolidin-2-yl)-7H-pyrrolo[2,3-d]pyrimidine-5-carbonitrile